tert-butyl ((S)-2-((5-(1-(4-methoxybenzyl)-3,5-dimethyl-1H-pyrazol-4-yl)pyridin-2-yl)amino)-1-((1r,4S)-4-methylcyclohexyl)-2-oxoethyl)carbamate COC1=CC=C(CN2N=C(C(=C2C)C=2C=CC(=NC2)NC([C@H](C2CCC(CC2)C)NC(OC(C)(C)C)=O)=O)C)C=C1